[3-(dibenzylamino)pyrrolidin-1-yl]-2,2-difluoro-3-oxopropionic acid ethyl ester C(C)OC(C(C(=O)N1CC(CC1)N(CC1=CC=CC=C1)CC1=CC=CC=C1)(F)F)=O